3-[3-[3-(trifluoromethoxy)phenyl]-1-bicyclo[1.1.1]pentanyl]azetidine FC(OC=1C=C(C=CC1)C12CC(C1)(C2)C2CNC2)(F)F